1,1,3,3-tetramethylbutylperoxy n-propyl monocarbonate C(OOOC(CC(C)(C)C)(C)C)(OCCC)=O